O1CCN(CC1)CCN1C(NC2=C1C=CC=C2)=O 3-(2-morpholinoethyl)-1,3-dihydro-2H-benzo[d]imidazol-2-one